C(C)(C)(C)OC(=O)C=1C=CC=CNC1 Azepine-6-carboxylic acid tert-butyl ester